C1(=CC=CC=C1)NC1=CC=C(C=C1)C1=CC=C(C=C1)C1=CC=CC=C1 N-phenyl[1,1':4',1''-terphenyl]-4-amine